5-(1-cyclopropyl-1-hydroxyethyl)-7-fluoro-3-methyl-2,3-dihydrobenzofuran C1(CC1)C(C)(O)C=1C=C(C2=C(C(CO2)C)C1)F